NC(CCC(CC(CC)N)N)CC 3-aminopentyl-1,3-pentanediamine